tetrapyridine nickel chloride [Ni](Cl)Cl.N1=CC=CC=C1.N1=CC=CC=C1.N1=CC=CC=C1.N1=CC=CC=C1